(Z)-3-(6-Chloro-3-(1-fluoro-3-phenylprop-1-en-1-yl)-2-phenyl-1H-indol-1-yl)-2,2-dimethylpropanamide ClC1=CC=C2C(=C(N(C2=C1)CC(C(=O)N)(C)C)C1=CC=CC=C1)/C(=C/CC1=CC=CC=C1)/F